C[C@]12CCC(=O)C=C1CC[C@@H]3[C@@H]2[C@H](C[C@]4([C@H]3CCC4=O)C)O 4-Androsten-11β-ol-3,17-dione